FC1=C(C(=CC(=C1O)C(CO)(C)C)F)CC(=O)NC1=CC(=NC=C1)C(=O)NC1(CC1)C(F)(F)F 4-[[2-[2,6-Difluoro-3-hydroxy-4-(2-hydroxy-1,1-dimethyl-ethyl)phenyl]acetyl]amino]-N-[1-(trifluoromethyl)cyclopropyl]pyridine-2-carboxamide